C(=O)=C[C@@]1([C@H](O)[C@H](O)[C@@H](CO)O1)N1C(=O)NC(=O)C=C1 carbonylmethyluridine